ClC=1C=C(C=CC1)[C@H](CCN(C(C(=O)OC(C)(C)C)C1=C(C(=CC=C1)C)C1CCC(CC1)OC(F)(F)F)C)N1CCC(CC1)N(C)C tert-butyl 2-(((S)-3-(3-chlorophenyl)-3-(4-(dimethylamino)piperidin-1-yl)propyl)(methyl)amino)-2-(3-methyl-2-((1r,4S)-4-(trifluoromethoxy)cyclohexyl)phenyl)acetate